C(C1=CC=CC=C1)NC1=NC=NC(=C1\N=C\C1=C(C(=C(OCCN2CCN(CC2)C(=O)OC(C)(C)C)C=C1)Cl)Cl)OC1(CC1)C tert-butyl (E)-4-(2-(4-(((4-(benzylamino)-6-(1-methylcyclopropoxy)pyrimidin-5-yl)imino) methyl)-2,3-dichlorophenoxy)ethyl)piperazine-1-carboxylate